OC1=C(C=C(C=C1)C(C)(C)C1=CC=C(C=C1)C(C)(C)C1=CC(=C(C=C1)O)C)C 1,4-bis(2-(4-hydroxy-3-methylphenyl)-2-propyl)benzene